S1C2=C(C=C1)C=C(C=C2)C(C(C)NC)Cl 1-(benzo[b]thiophen-5-yl)-1-chloro-N-methylpropan-2-amine